tert-Butyl (S)-3-((6-methoxyquinolin-4-yl)oxy)pyrrolidine-1-carboxylate COC=1C=C2C(=CC=NC2=CC1)O[C@@H]1CN(CC1)C(=O)OC(C)(C)C